NC=1C=NN(C1N)CCOC 4,5-diamino-1-(β-methoxyethyl)pyrazole